N1=CN=CC(=C1)C=1C=C(C=CC1)O 3-(pyrimidin-5-yl)phenol